C1(=CC=CC=C1)C(CCCC(C(=O)[O-])CC)(C1=CC=CC=C1)C1=CC=CC=C1.[Sn+4].C1(=CC=CC=C1)C(CCCC(C(=O)[O-])CC)(C1=CC=CC=C1)C1=CC=CC=C1.C1(=CC=CC=C1)C(CCCC(C(=O)[O-])CC)(C1=CC=CC=C1)C1=CC=CC=C1.C1(=CC=CC=C1)C(CCCC(C(=O)[O-])CC)(C1=CC=CC=C1)C1=CC=CC=C1 tin triphenyl-2-ethylhexanoate